C(C)(=O)O[C@H]1[C@@H](O[C@]([C@H]1OCC1=CC=CC=C1)(CO[Si](C1=CC=CC=C1)(C1=CC=CC=C1)C(C)(C)C)COCC1=CC=CC=C1)N1C(NC(C=C1)=O)=O ((2R,3R,4S,5S)-4-Benzyloxy-5-(benzyloxymethyl)-5-((tert-butyl(diphenyl)silyl)oxymethyl)-2-(2,4-dioxopyrimidin-1-yl)tetrahydrofuran-3-yl) acetate